(S)-7-(8-chloronaphthalen-1-yl)-4-methoxy-2-((1-methylpyrrolidin-2-yl)methoxy)-5,6,7,8-Tetrahydropyrido[3,4-d]pyrimidine ClC=1C=CC=C2C=CC=C(C12)N1CC=2N=C(N=C(C2CC1)OC)OC[C@H]1N(CCC1)C